ClCCC(=C(F)F)F 4-chloro-1,1,2-trifluorobut-1-ene